diethyl ((7-bromo-3-(3-(dimethylamino)-3-oxopropoxy)isoquinolin-6-yl)difluoromethyl)phosphonate BrC1=C(C=C2C=C(N=CC2=C1)OCCC(=O)N(C)C)C(F)(F)P(OCC)(OCC)=O